6-piperazin-1-ylpyridine-3-carbonitrile N1(CCNCC1)C1=CC=C(C=N1)C#N